The molecule is an omega-hydroxy fatty acid anion that is the conjugate base of omega-hydroxyphytanic acid, obtained by deprotonation of the carboxy group; major species at pH 7.3. It is a hydroxy fatty acid anion, a methyl-branched fatty acid anion, a branched-chain saturated fatty acid anion and a long-chain fatty acid anion. It derives from a phytanate. It is a conjugate base of an omega-hydroxyphytanic acid. CC(CCCC(C)CCCC(C)CO)CCCC(C)CC(=O)[O-]